FC(C1=CC(=C(OC2=CC=C(C=N2)CN2C(C[C@@H]([C@@H]2C)O)=O)C=C1)F)F (4S,5S)-1-{[6-[4-(difluoromethyl)-2-fluorophenoxy]pyridin-3-yl]methyl}-4-hydroxy-5-methylpyrrolidin-2-one